(S)-5-((3-(5-(3,5-difluorophenyl)-4,5-dihydro-1H-pyrazole-1-carbonyl)bicyclo[1.1.1]pentan-1-yl)methoxy)pyrazine-2-carbonitrile FC=1C=C(C=C(C1)F)[C@@H]1CC=NN1C(=O)C12CC(C1)(C2)COC=2N=CC(=NC2)C#N